2-(2-oxo-6-(trifluoromethyl)quinolin-1(2H)-yl)-N-(2-(thiazol-4-yl)thiophen-3-yl)acetamide O=C1N(C2=CC=C(C=C2C=C1)C(F)(F)F)CC(=O)NC1=C(SC=C1)C=1N=CSC1